ClC=1C(=C(C(=CC1)N1N=NC(=C1)Cl)C=1N=CN(C(C1)=O)[C@H]1CCCCCNC([C@H]2CCC(N2C=2C=CC=C1C2)=O)=O)F (6R,14S)-14-{4-[3-Chloro-6-(4-chloro-1H-1,2,3-triazol-1-yl)-2-fluorophenyl]-6-oxo-1,6-dihydropyrimidin-1-yl}-2,8-diazatricyclo[13.3.1.02,6]nonadeca-1(19),15,17-triene-3,7-dione